2,4,5-trifluoro-3-methoxybenzoic acid FC1=C(C(=O)O)C=C(C(=C1OC)F)F